COC1=C(C=C2C(=NC=NC2=C1)C1=CC=C(C=C1)NC(CC1=CC=C(C=C1)C(F)(F)F)=O)OC1CN(CC1)C(=O)OC(C)(C)C tert-butyl 3-((7-methoxy-4-(4-(2-(4-(trifluoromethyl)phenyl)acetamido)phenyl)quinazolin-6-yl)oxy)pyrrolidine-1-carboxylate